ClC=1C=C(/C=C/C2=CC3=C(B(OC3)O)C=C2)C=CC1Cl (E)-5-(3,4-dichlorostyryl)benzo[c][1,2]oxaborol-1(3H)-ol